1-((2-((4-(6-((4-chlorobenzofuran-7-yl)methoxy)-5-fluoropyridin-2-yl)piperidin-1-yl)methyl)-5-(5-(trifluoromethyl)-4H-1,2,4-triazol-3-yl)pyridin-3-yl)methyl)cyclopropane-1-carbonitrile ClC1=CC=C(C2=C1C=CO2)COC2=C(C=CC(=N2)C2CCN(CC2)CC2=NC=C(C=C2CC2(CC2)C#N)C2=NN=C(N2)C(F)(F)F)F